2-cyano-1-[3-cyclopropyl-5-(2-methylpropylsulfamoyl)-8,9-dihydro-7H-cyclopenta[H]isoquinolin-9-yl]-3-(4-methylphenyl)guanidine C(#N)N=C(NC1CCC2=CC(=C3C=C(N=CC3=C21)C2CC2)S(NCC(C)C)(=O)=O)NC2=CC=C(C=C2)C